BrC=1C=NC=CC1OC1=CC=C(C=C1)N1N=CN(C1=O)CC1=C(C=CC=C1F)F 2-(4-((3-bromopyridin-4-yl)oxy)phenyl)-4-(2,6-difluorobenzyl)-2,4-dihydro-3H-1,2,4-triazol-3-one